3-bromo-1-(methoxymethyl)-1H-pyrazole-4-carboxylic acid ethyl ester C(C)OC(=O)C=1C(=NN(C1)COC)Br